(1S,3S,4S)-5,5-difluoro-N-((S,E)-4-fluoro-4-(methylsulfonyl)-1-((R)-2-oxopyrrolidin-3-yl)but-3-en-2-yl)-2-(9-hydroxy-9H-fluorene-9-carbonyl)-2-azabicyclo[2.2.2]octane-3-carboxamide FC1([C@@H]2[C@H](N([C@H](C1)CC2)C(=O)C2(C1=CC=CC=C1C=1C=CC=CC21)O)C(=O)N[C@@H](C[C@@H]2C(NCC2)=O)\C=C(\S(=O)(=O)C)/F)F